[N+](=[N-])=C1C(NC(C2=CC=CC=C12)=O)=O diazoisoquinolinedione